C(C)(C)(C)OC(=O)N1[C@@](CCC1=O)(C(=O)O)C 2-methyl-(S)-5-oxopyrrolidine-1,2-dicarboxylic acid 1-(tert-butyl) ester